2-bromo-N-((6-cyclopropyl-8-(3-fluoro-1-methylazetidin-3-yl)imidazo[1,2-a]pyridin-2-yl)methyl)pyridin-4-amine BrC1=NC=CC(=C1)NCC=1N=C2N(C=C(C=C2C2(CN(C2)C)F)C2CC2)C1